BrC1=C(C=CC=C1)C=1C(NC(N([C@H]2C[C@H](O)[C@@H](CO)O2)C1)=O)=O 2'-deoxy-5-(2-bromophenyl)uridine